Molybdenum(V) chloride [Mo](Cl)(Cl)(Cl)(Cl)Cl